C(C1=CC=CC=C1)NC([C@@H](NC([C@H]1N(CCC1)C(CCN)=O)=O)CCN)=O |&1:9,&2:12| beta-alanyl-DL-prolyl-3-aminomethyl-DL-alanine benzylamide